bis[3,6-dibromo-1-naphthylmethoxy]-triethylsilane BrC=1C=C(C2=CC=C(C=C2C1)Br)COC(C[SiH](CC)CC)OCC1=CC(=CC2=CC(=CC=C12)Br)Br